N1=CC=C(C=C1)C=1C2=C(C(=NC1)NCC=1C=C(C(=O)NC3CCOCC3)C=CC1)CCO2 3-(((7-(Pyridin-4-yl)-2,3-dihydrofuro[3,2-c]pyridin-4-yl)amino)methyl)-N-(tetrahydro-2H-pyran-4-yl)benzamid